N[C@@H](CCCNC(N)=N)C(=O)C(C(=O)O)(CN)N (L-arginyl)-L-2,3-diaminopropionic acid